4-(2E)-(3-(4-methoxyphenyl)allyl)-1-methyl-indole COC1=CC=C(C=C1)/C=C/CC1=C2C=CN(C2=CC=C1)C